N1C(CNCC1CCCCCC(C(=O)O)(CCCCCCC)CCCCCCC)CCCCCC(C(=O)O)(CCCCCCC)CCCCCCC.CN(/C=C/C(=O)C1=CC2=CC=CC=C2C=C1)C (E)-3-(dimethylamino)-1-(naphthalen-2-yl)prop-2-en-1-one piperazine-2,6-diylbis(pentane-5,1-diyl)bis(2-heptylnonanoate)